4-((3aR,6aS)-hexahydrocyclopenta[c]pyrrol-2(1H)-yl)aniline C1N(C[C@H]2[C@@H]1CCC2)C2=CC=C(N)C=C2